6-(4-isopropyl-3-(4-(1-(2-methoxyethyl)piperidin-4-yl)phenyl)-1H-pyrazol-5-yl)-8-methoxy-[1,2,4]triazolo[1,5-a]pyridine C(C)(C)C=1C(=NNC1C=1C=C(C=2N(C1)N=CN2)OC)C2=CC=C(C=C2)C2CCN(CC2)CCOC